diallyl-di(beta-hydroxyethyl)ammonium chloride [Cl-].C(C=C)[N+](CCO)(CCO)CC=C